ClC1=CC=CC(=N1)N1N=C(C2=C1C(N(CC2)C2=CC=C1CCN(C(C1=C2)=O)C)=O)C(=O)OCC Ethyl 1-(6-chloropyridin-2-yl)-6-(2-methyl-1-oxo-1,2,3,4-tetrahydroisoquinolin-7-yl)-7-oxo-4,5,6,7-tetrahydro-1H-pyrazolo[3,4-c]pyridine-3-carboxylate